ClC1=CC=C(C=C1)C1NCCNC1 2-(4-chlorophenyl)piperazin